2-((8-methylnon-4-yn-1-yl)oxy)tetrahydro-2H-pyran CC(CCC#CCCCOC1OCCCC1)C